(2S)-2-(dimethylaminomethyl)-1-[(5,6,7,8-tetrahydro-5-oxo-2-naphthyl)acetyl]piperidine CN(C)C[C@H]1N(CCCC1)C(CC1=CC=2CCCC(C2C=C1)=O)=O